FC(C(C(C(F)(F)F)(F)F)(F)F)(S(=O)(=O)F)F perfluoro-1-butanesulfonyl fluoride